3-(3-(4-(3,4-dichlorophenyl)piperazin-1-yl)-3-oxopropyl)-8-methyl-3,5-dihydro-4H-pyrimido[5,4-b]indol-4-one ClC=1C=C(C=CC1Cl)N1CCN(CC1)C(CCN1C=NC2=C(NC=3C=CC(=CC23)C)C1=O)=O